FC1=C(C=CC=C1C1=CC=NC=C1)C1=NC2=CC(=NC=C2C=C1)CNC(C1=CC(=C(C=C1)C)S(=O)(=O)C)=O N-((2-(2-fluoro-3-(pyridin-4-yl)phenyl)-1,6-naphthyridin-7-yl)methyl)-4-methyl-3-(methylsulfonyl)benzamide